Diphenyl-((2-(o-tolyl)benzofuran-3-yl)methyl)phosphine oxide C1(=CC=CC=C1)P(CC1=C(OC2=C1C=CC=C2)C2=C(C=CC=C2)C)(C2=CC=CC=C2)=O